OC1=C(C=CC=2N(C(OC21)=O)C2C(NC(CC2)=O)=O)I 3-(7-hydroxy-6-iodo-2-oxo-1,3-benzoxazol-3-yl)piperidine-2,6-dione